CC1=CC=C(C=C1)S(=O)(=O)N1C=CC=2C1=NC=C1C2N(C=N1)C1=NC=CC=C1 (6-p-toluenesulfonylimidazo[4,5-d]pyrrolo[2,3-b]pyridin-1(6H)-yl)pyridin